25-hydroxycholest-5-ene triethylamine salt C(C)N(CC)CC.OC(C)(C)CCC[C@@H](C)[C@H]1CC[C@H]2[C@@H]3CC=C4CCCC[C@]4(C)[C@H]3CC[C@]12C